[3,5-di-t-butylphenyl]methane C(C)(C)(C)C=1C=C(C=C(C1)C(C)(C)C)C